FC1(C[C@@H](C[C@@H](C1)NC1=NC(=CC=C1C)NC1=NC=CC(=C1)OC(F)(F)F)NC(C)=O)F N-((1R,5S)-3,3-difluoro-5-((3-methyl-6-((4-(trifluoromethoxy)pyridin-2-yl)amino)pyridine-2-yl)amino)cyclohexyl)acetamide